1,3,5,6-tetrakis{3-[bis(phosphonomethyl)amino]-2-hydroxypropoxy}-2,4-hexandiol P(=O)(O)(O)CN(CC(COCC(C(C(C(COCC(CN(CP(=O)(O)O)CP(=O)(O)O)O)OCC(CN(CP(=O)(O)O)CP(=O)(O)O)O)O)OCC(CN(CP(=O)(O)O)CP(=O)(O)O)O)O)O)CP(=O)(O)O